C(C)(C)NC1CCCCC1 N-isopropyl-N-cyclohexylamine